The molecule is a steroidal acyl-CoA(4-) oxoanion obtained by deprotonation of the phosphate and diphosphate OH groups of 7beta-hydroxy-3-oxochol-4-en-24-oyl-CoA; major species at pH 7.3. It is a 3-oxo bile acid CoA thioester(4-) and a steroidal acyl-CoA(4-). It is an enantiomer of a 7alpha-hydroxy-3-oxochol-4-en-24-oyl-CoA(4-). C[C@H](CCC(=O)SCCNC(=O)CCNC(=O)[C@@H](C(C)(C)COP(=O)([O-])OP(=O)([O-])OC[C@@H]1[C@H]([C@H]([C@@H](O1)N2C=NC3=C(N=CN=C32)N)O)OP(=O)([O-])[O-])O)[C@H]4CC[C@@H]5[C@@]4(CC[C@H]6[C@H]5[C@H](CC7=CC(=O)CC[C@]67C)O)C